ClC=1C(=C2C(=NC1NC1=NC(=CC(=C1)NC)C)OCCO2)C=2C[C@@H](CNCC2)O |r| rac-(3S)-5-[7-chloro-6-[[6-methyl-4-(methylamino)-2-pyridyl]amino]-2,3-dihydro-[1,4]dioxino[2,3-b]pyridin-8-yl]-2,3,4,7-tetrahydro-1H-azepin-3-ol